CC(C)(C#CC(C)(OO)C)OO 2,5-dimethyl-2,5-dihydroperoxy-3-hexyne